4-aminobutoxide NCCCC[O-]